C(C)N1C[C@H]2C[C@H]2[C@@H](C1)OC=1C=C2COC(C2=CC1)=O |o1:4,7| 5-(((1S*,5S*,6R)-3-ethyl-3-azabicyclo[4.1.0]heptan-5-yl)oxy)isobenzofuran-1(3H)-one